C=C(C)[C@@H]1CC[C@@H](C)C(=O)C1 DIHYDROCARVONE